FC(OC1=CC=C(C=C1)S(=O)(=O)N1[C@H]2CC(C[C@@H]1CC2)NCC2COC2)F (1R,3r,5S)-8-((4-(Difluoromethoxy)phenyl)sulfonyl)-N-(oxetan-3-ylmethyl)-8-azabicyclo[3.2.1]octan-3-amine